2-[4-(1-Ethyl-4-pyridin-4-yl-1H-pyrazol-3-yl)-phenoxymethyl]-1-methyl-1H-benzoimidazole C(C)N1N=C(C(=C1)C1=CC=NC=C1)C1=CC=C(OCC2=NC3=C(N2C)C=CC=C3)C=C1